CC(C(N)C1=CSC=C1)(N)C dimethyl-1-(thien-3-yl)ethane-1,2-diamine